C(C)(=O)C1=C(C2=C(N=C(N=C2)NC2=NC=C(C=C2)N2CCNCC2)N(C1=O)C1CCCC1)C 6-acetyl-8-cyclopentyl-5-methyl-2-((5-(piperazin-1-yl)pyridin-2-yl)amino)pyrido[2,3-d]pyrimidin-7(8H)-one